3-methylpentane-1,5-diyl bis(chloroformate) ClC(=O)OCCC(CCOC(=O)Cl)C